N1=CC(=CC=C1)C=1N=C(N2C1C=CC=C2)C(=O)NC2CCC(CC2)NCC(F)(F)F 1-(pyridin-3-yl)-N-((1r,4r)-4-((2,2,2-trifluoroethyl)amino)cyclohexyl)imidazo[1,5-a]pyridine-3-carboxamide